ClC1=CC=C2C=C3N(C2=C1)C=1C=CC=CC1C3=O 3-chloro-10H-indolo[1,2-a]indol-10-one